C1(CC1)C1=C(C=NN1C)NC(=O)C=1C(=CC=2N(C1)C=C(N2)C2CCOCC2)OC N-(5-cyclopropyl-1-methyl-1H-pyrazol-4-yl)-7-methoxy-2-(tetrahydro-2H-pyran-4-yl)imidazo[1,2-a]pyridine-6-carboxamide